C(C)OC(=O)C1(CC(=NO1)C1=C(C=C(C(=C1)C1=NC=C(C=C1Cl)F)F)Cl)C 3-[2-chloro-5-(3-chloro-5-fluoro-2-pyridinyl)-4-fluoro-phenyl]-5-methyl-4H-isoxazole-5-carboxylic acid ethyl ester